COC=1C=C2C=C(NC2=CC1OC)C(=O)N1CCC(CC1)C=1C=C2CN(C(C2=CC1)=O)C1C(NC(CC1)=O)=O 3-(5-(1-(5,6-dimethoxy-1H-indole-2-carbonyl)piperidin-4-yl)-1-oxoisoindolin-2-yl)piperidine-2,6-dione